CN[C@@H](CCSC)C(=O)O N-methyl-methionine